lithium 1-(dimethyl-(3-(2-phenylpropyl)-1H-inden-1-yl)silyl)-3-methyl-1H-inden-1-ide C[Si]([C-]1C=C(C2=CC=CC=C12)C)(C1C=C(C2=CC=CC=C12)CC(C)C1=CC=CC=C1)C.[Li+]